The molecule is an anionic fluorescent dye derived from 4-amino-1,8-naphthalimide. It has a role as a fluorochrome. It derives from a 4-amino-1,8-naphthalimide. C1=C(C=C2C3=C1C(=C(C=C3C(=O)N(C2=O)C(=O)NN)S(=O)(=O)[O-])N)S(=O)(=O)[O-]